[Mo+4].P(=O)([O-])([O-])[O-].[Na+] sodium phosphate molybdenum